ethylisopropylcyclohexane C(C)C1(CCCCC1)C(C)C